F[P-](F)(F)(F)(F)F.N1(N=NC2=C1C=CC=C2)OC(=[N+](C)C)N(C)C N-[(1H-benzotriazol-1-yloxy)(dimethylamino)methylene]-N-methyl-methylammonium Hexafluorophosphate